C(C1=CC=CC=C1)N1S(N(C[C@H]1C(=O)N(C=1C=C(C=CC1)C)C)C([2H])([2H])[2H])(=O)=O (3S)-2-benzyl-N-methyl-N-(m-tolyl)-1,1-dioxo-5-(trideuteriomethyl)-1,2,5-thiadiazolidine-3-carboxamide